C1(CCCCC1)C=1C=CC(=NC1)CN(C(=O)[C@@H]1N(CC1)C(=O)OC(C)(C)C)C=1C=C2C=NN(C(C2=CC1)=O)COCC[Si](C)(C)C tert-butyl (R)-2-(((5-cyclohexylpyridin-2-yl)methyl)(1-oxo-2-((2-(trimethylsilyl)ethoxy)methyl)-1,2-dihydrophthalazin-6-yl)carbamoyl)azetidine-1-carboxylate